CC1(CN([C@H]2CCCC[C@H]2N1)C1=C(C=C(OC(CO)(F)F)C=C1)F)C 2-(4-((4aR,8aS)-3,3-dimethyloctahydroquinoxalin-1(2H)-yl)-3-fluorophenoxy)-2,2-difluoroethan-1-ol